BrC=1N=C(N(C1)C)C1=NC(=CC2=C1C=NN2C)C(=O)NCC2=C(C=C(C=C2)OC)OC 4-(4-bromo-1-methyl-1H-imidazol-2-yl)-N-[(2,4-dimethoxyphenyl)methyl]-1-methyl-1H-pyrazolo[4,3-c]Pyridine-6-carboxamide